CSC1=CC(=NC(=N1)C1=CN=CS1)C(=O)O 6-(methylsulfanyl)-2-(thiazol-5-yl)pyrimidine-4-carboxylic acid